N-(1-METHYL-1H-INDAZOL-7-YL)-1-(4-(4-METHYLPIPERIDIN-1-YL)PYRIDIN-2-YL)-1H-PYRAZOLE-4-SULFONAMIDE CN1N=CC2=CC=CC(=C12)NS(=O)(=O)C=1C=NN(C1)C1=NC=CC(=C1)N1CCC(CC1)C